propyl-nonylphenol acrylate C(C=C)(=O)OC1=C(C(=CC=C1)CCC)CCCCCCCCC